ClC=1C(=NC(=NC1)NC1=NN(N=C1)C)C1=CC=C2CN(C(C2=C1)=O)[C@@H](C(=O)O)C (R)-2-(6-(5-chloro-2-((2-methyl-2H-1,2,3-triazol-4-yl)amino)pyrimidin-4-yl)-1-oxoisoindolin-2-yl)propionic acid